6-{4-amino-2-[2-(dimethylamino)ethoxy]phenyl}-7-bromo-5-{3-fluoro-4-[(4-methylpyrimidin-2-yl)oxy]phenyl}-5H-pyrrolo[3,2-d]pyrimidin-4-amine NC1=CC(=C(C=C1)C1=C(C=2N=CN=C(C2N1C1=CC(=C(C=C1)OC1=NC=CC(=N1)C)F)N)Br)OCCN(C)C